N-(1,3-dimethylbutylidene)-3-methyl(diethoxysilyl)-1-propanamine CC(CC(C)C)=NC(CCC)[SiH](OCC)OCC